FC1=CC=C(OC[C@@H]2N(C3CC([C@H]2C)C3)C(=O)C3=NC(=CC=C3N3N=CC=N3)C)C=C1 (3R,4R)-3-[(4-fluorophenoxy)methyl]-4-methyl-2-[6-methyl-3-(2H-1,2,3-triazol-2-yl)pyridine-2-carbonyl]-2-azabicyclo[3.1.1]heptane